(2R)-N-((R or S)-(3-chloro-4-fluorophenyl)(cis-3-(difluoromethoxy)cyclobutyl)methyl)-2-methyl-3-oxopiperazine-1-carboxamide ClC=1C=C(C=CC1F)[C@H](NC(=O)N1[C@@H](C(NCC1)=O)C)[C@@H]1C[C@@H](C1)OC(F)F |o1:8|